N,N-di-(2-ethylhexyl)isobutyramide methyl-({(5S)-3-[4-(1,1-dioxo-1λ6-thiomorpholin-4-yl)-3,5-difluorophenyl]-2-oxo-1,3-oxazolidin-5-yl}methyl)carbamate CN(C(O)=O)C[C@H]1CN(C(O1)=O)C1=CC(=C(C(=C1)F)N1CCS(CC1)(=O)=O)F.C(C)C(CN(C(C(C)C)=O)CC(CCCC)CC)CCCC